2-(4-(1-(3-((3-fluoro-4-(tetradecyloxy)phenyl)sulfonyl)-6-(methylsulfinyl)quinolin-4-yl)piperidin-4-yl)piperazin-1-yl)ethanol FC=1C=C(C=CC1OCCCCCCCCCCCCCC)S(=O)(=O)C=1C=NC2=CC=C(C=C2C1N1CCC(CC1)N1CCN(CC1)CCO)S(=O)C